(R,E)-N-(4-((4-([1,2,4]triazolo[1,5-a]pyridin-7-yloxy)-5-bromo-2-methoxyphenyl)amino)-7-methoxy-quinazolin-6-yl)-2-fluoro-3-(1-methylpyrrolidin-2-yl)acrylamide N=1C=NN2C1C=C(C=C2)OC2=CC(=C(C=C2Br)NC2=NC=NC1=CC(=C(C=C21)NC(/C(=C\[C@@H]2N(CCC2)C)/F)=O)OC)OC